CN1N=C(C(=C1C(=O)[O-])CCl)C 1,3-dimethyl-4-chloromethylpyrazole-5-formate